OC1=CC=C(C=C1)N1C(=O)N(C(=O)C1(C)C)C1=CC=C(C=C1)O 1,3-bis(4-hydroxyphenyl)-5,5-dimethylhydantoin